3-{2-[4-ethoxy-3-(trifluoromethyl)phenyl]-2-(1H-imidazol-4-yl)ethyl}pyridazine C(C)OC1=C(C=C(C=C1)C(CC=1N=NC=CC1)C=1N=CNC1)C(F)(F)F